C1=CC=C(C=C1)C([N+](=O)[O-])O nitrobenzyl alcohol